ethyl 3-(dimethylamino)prop-2-enoate CN(C=CC(=O)OCC)C